C(C)(C)(C)OC(=O)NC[C@@H](C(=O)O)N1C(C(=C(C1=O)SC1=CC=CC=C1)SC1=CC=CC=C1)=O (S)-3-((tert-butoxycarbonyl)amino)-2-(2,5-dioxo-3,4-bis(phenylthio)-2,5-dihydro-1H-pyrrol-1-yl)propanoic acid